IC=1C=NN(C1)C(C)C1CCN(CC1)C(=O)OC(C)(C)C tert-butyl 4-[1-(4-iodopyrazol-1-yl)ethyl]piperidine-1-carboxylate